5-chloro-3-(2-nitrovinyl)indole methylphosphonate (methyl-phosphonate) CP(O)(O)=O.CP(O)(O)=O.ClC=1C=C2C(=CNC2=CC1)C=C[N+](=O)[O-]